ClC1=C(C=C(C(=N1)CO)F)C (6-chloro-3-fluoro-5-methylpyridine-2-yl)methanol